C(C)C1=CC=CC(=N1)NC(=O)C=1C(=CC=2N(C1)C=C(N2)C2CC(C2)OC)OC N-(6-ethylpyridin-2-yl)-7-methoxy-2-(3-methoxycyclobutyl)imidazo[1,2-a]pyridine-6-carboxamide